OC1=C(C(=CC(=C1C(CCCCCCl)=O)O)O)C(CCCCCCl)=O 1,1'-(2,4,6-trihydroxy-1,3-phenylene)bis(6-chlorohexane-1-one)